(R)-2-methoxy-N-(8'-(2-methyl-5-oxopyrrolidin-1-yl)-4'H-spiro[cyclopropane-1,5'-naphtho[2,1-d]isoxazol]-3'-yl)benzenesulfonamide COC1=C(C=CC=C1)S(=O)(=O)NC1=NOC2=C1CC1(C3=CC=C(C=C32)N3[C@@H](CCC3=O)C)CC1